OC1=NN2C(C3(CCC2)CCN(CC3)C(=O)OC(C)(C)C)=C1 tert-butyl 2'-hydroxy-6',7'-dihydro-5'H-spiro[piperidine-4,4'-pyrazolo[1,5-a]pyridine]-1-carboxylate